(Z)-[amino-[(3R)-3-(tert-butoxycarbonylamino)-8-fluoro-4-oxo-3,5-dihydro-2H-1,5-benzothiazepin-7-yl methylene] amino] 2,2-dimethylpropanoate CC(C(=O)O\N=C(\C=1C(=CC2=C(NC([C@H](CS2)NC(=O)OC(C)(C)C)=O)C1)F)/N)(C)C